FC1(CN(CC1(F)F)C1=NC(=NC(=N1)C1=NC(=CC=C1)C(F)(F)F)NC1=CC(=NC=C1)C(F)(F)F)F (3,3,4,4-Tetrafluoropyrrol-1-yl)-6-(6-(trifluoromethyl)pyridin-2-yl)-N-(2-(trifluoromethyl)pyridin-4-yl)-1,3,5-triazin-2-amine